3,4,6-tri-O-benzyl-2-O-trifluoromethylsulfonyl-β-D-glucopyranosyl fluoride C(C1=CC=CC=C1)O[C@@H]1[C@H]([C@@H](O[C@@H]([C@H]1OCC1=CC=CC=C1)COCC1=CC=CC=C1)F)OS(=O)(=O)C(F)(F)F